2,4,6-trimethyl-benzene-1,3,5-triamine CC1=C(C(=C(C(=C1N)C)N)C)N